acetylfarnesyl-cysteine C(C)(=O)N([C@@H](CS)C(=O)O)CC=C(C)CCC=C(C)CCC=C(C)C